ClC1=C(C=C(C=C1)F)C1CCC(CC1)CCNC1CCCC1 1-({2-[4-(2-Chloro-5-fluorophenyl)cyclohexyl]ethyl}-amino)cyclopentan